methyl (2R)-2-fluoro-5-(4-methoxyphenyl)tetrahydro-1H-pyrrolizin-7a(5H)-carboxylate F[C@@H]1CC2(CCC(N2C1)C1=CC=C(C=C1)OC)C(=O)OC